oxybisPropanol CC(COCC(C)O)O